N-((6-(4-Methylpiperazin-1-yl)pyridin-3-yl)methyl)-6-(1H-pyrrolo[2,3-b]pyridin-3-yl)quinazolin-4-amine CN1CCN(CC1)C1=CC=C(C=N1)CNC1=NC=NC2=CC=C(C=C12)C1=CNC2=NC=CC=C21